C1(CC1)N1C2=C(OCC1)N=CC(=C2)S(=O)(=O)NC(NC2=C1CCCC1=CC(=C2C2=CC=1N(C=C2)N=CC1)C)=O cyclopropyl-N-((6-methyl-5-(pyrazolo[1,5-a]pyridin-5-yl)-2,3-dihydro-1H-inden-4-yl)carbamoyl)-2,3-dihydro-1H-pyrido[2,3-b][1,4]oxazine-7-sulfonamide